NC(CCCCC1=NNC=N1)C1=NNC(=N1)C1=CC=CC=C1 5-Amino-5'-phenyl-3,3'-pentamethylenebis(1,2,4-triazole)